N-(4-chloro-3-methylphenyl)-2-(4-methyl-6-(trifluoromethyl)pyrimidin-2-yl)-5-oxo-N-(3-(pyridazin-3-yl)prop-2-yn-1-yl)pyrazolidine-3-carboxamide ClC1=C(C=C(C=C1)N(C(=O)C1N(NC(C1)=O)C1=NC(=CC(=N1)C)C(F)(F)F)CC#CC=1N=NC=CC1)C